N1C=NC=C1\C=C\1/C(NC2=CC(=CC=C12)NC(=O)NC1=NOC(=C1)C(C)(C)C)=O (Z)-1-(3-((1H-imidazol-5-yl)methylene)-2-oxindol-6-yl)-3-(5-(tert-butyl)isoxazol-3-yl)urea